thiobis(2-tert-butyl-5-cresol) S(C1=C(C(=CC(=C1)C)O)C(C)(C)C)C1=C(C(=CC(=C1)C)O)C(C)(C)C